CC=1C2=C(N=C(N1)SC)CN(C2=O)C[C@H]2C[C@H](CCC2)C(F)(F)F 4-methyl-2-methylsulfanyl-6-[[3-(1R,3S)-(trifluoromethyl)cyclohexyl]methyl]-7H-pyrrolo[3,4-d]pyrimidin-5-one